(S)-5-(6-(difluoromethyl)-5-methylpyridin-3-yl)-3-ethyl-9-fluoro-2,3-dihydrobenzo[f][1,4]oxazepine FC(C1=C(C=C(C=N1)C1=N[C@H](COC2=C1C=CC=C2F)CC)C)F